(1-hydroxy-2-methylhexane-2-yl)ammonia OCC(CCCC)(C)N